BrC1=C(C=C2COC(C2=C1)=O)OC(=O)N1CC(NCC1)CO (6-bromo-1-oxo-1,3-dihydroisobenzofuran-5-yl)-3-(hydroxymethyl)piperazine-1-carboxylate